O=C1CC(N(C2=C(N1)C=1CCCCC1C=C2)C2=CC=C(C=C2)S(=O)(=O)NC2=CC=CC=C2)=O 4-(2,4-dioxo-1,2,3,4,8,9,10,11-octahydronaphtho[1,2-b][1,4]diazepin-5-yl)-N-phenylbenzenesulfonamide